C(C)(C)(C)OC(=O)N1[C@@H](CN(CC1)C=1C2=C(N=CN1)N(C=C2C2CC2)C2=CC(=CC(=C2)F)Cl)C (R)-4-(7-(3-chloro-5-fluorophenyl)-5-cyclopropyl-7H-pyrrolo[2,3-d]pyrimidin-4-yl)-2-methylpiperazine-1-carboxylic acid tert-butyl ester